8,8'-(((1S,3S)-3-hydroxycyclohex-yl)azanediyl)bis-(N,N-didecyloctan-amide) O[C@@H]1C[C@H](CCC1)N(CCCCCCCC(=O)N(CCCCCCCCCC)CCCCCCCCCC)CCCCCCCC(=O)N(CCCCCCCCCC)CCCCCCCCCC